FC(C1CCN(CC1)C1=CC=C(C=C1)NC=1C=C2CCC(NC2=CC1)=O)(F)F 6-((4-(4-(trifluoromethyl)piperidin-1-yl)phenyl)amino)-3,4-dihydroquinolin-2(1H)-one